C(C1=CC=CC=C1)(=O)O[C@H]1C(O[C@@H](C[C@@H]1N(C)C)C)O[C@H]([C@H]([C@@H]([C@H](C(=O)OC(C)(C)C)C)O)C)[C@](C[C@H]([C@@H](C(C)O)O)C)(C)OC (3R,4S,6R)-2-(((2R,3S,4S,5R,6R,8R,9S)-1-(tert-butoxy)-3,9,10-trihydroxy-6-methoxy-2,4,6,8-tetramethyl-1-oxoundecan-5-yl)oxy)-4-(dimethylamino)-6-methyltetrahydro-2H-pyran-3-yl benzoate